C(C)(C)(C)OC(=O)N[C@H]1C[C@@H](CC1)OC1=CC=CC(=C1C1=C(C(=CC=C1)F)C1CCC1)CC(=O)OC methyl [6-({(1R,3R)-3-[(tert-butoxycarbonyl)amino]cyclopentyl}oxy)-2'-cyclobutyl-3'-fluoro[1,1'-biphenyl]-2-yl]acetate